ClC1=C(C=CC(=C1)CN[C@@H]1[C@H](CCC1)O)N1N=CC(=C1)C1=NC(=NC=C1C#N)NC1CCN(CC1)S(=O)(=O)C 4-(1-(2-Chloro-4-((((1S,2S)-2-hydroxycyclopentyl)amino)methyl)phenyl)-1H-pyrazol-4-yl)-2-((1-(methylsulfonyl)piperidin-4-yl)amino)pyrimidine-5-carbonitrile